C(C=C)(=O)OCCC[Si](OCCCCCC)(OCCCCCC)C acryloyloxypropylmethyldihexyloxysilane